N-[4-[(6,7-Dimethoxy-1,5-naphthyridin-4-yl)oxy]-3-fluorophenyl]-6-methyl-1-(1-oxidopyridin-1-ium-4-yl)-2-oxopyridine-3-carboxamide COC=1N=C2C(=CC=NC2=CC1OC)OC1=C(C=C(C=C1)NC(=O)C=1C(N(C(=CC1)C)C1=CC=[N+](C=C1)[O-])=O)F